5-(2-(3-((isopentylamino)methyl)phenyl)-1H-pyrrolo[2,3-b]pyridin-4-yl)-1H-indazol-3-amine C(CC(C)C)NCC=1C=C(C=CC1)C1=CC=2C(=NC=CC2C=2C=C3C(=NNC3=CC2)N)N1